[2-(tert-butoxycarbonylamino)-1-methylethyl] methanesulfonate CS(=O)(=O)OC(CNC(=O)OC(C)(C)C)C